COC(=O)C=1C=C(C=2N(C1)N=C(C2C)C=2N(C1=C(C=C(C=C1C2)F)C2CCN(CC2)C(COC)=O)CC2CC2)OC 2-(1-(cyclopropylmethyl)-5-fluoro-7-(1-(2-methoxyacetyl)piperidin-4-yl)-1H-indol-2-yl)-4-methoxy-3-methylpyrazolo[1,5-a]pyridine-6-carboxylic acid methyl ester